N-(5-(3-chloro-4-fluorobenzyl)pyridin-2-yl)-1-cyclopropyl-6-oxo-1,6-dihydropyridazine-3-carboxamide ClC=1C=C(CC=2C=CC(=NC2)NC(=O)C2=NN(C(C=C2)=O)C2CC2)C=CC1F